C(C)C(C(=O)O)CCCC.C(CCC)C(P)(CCCC)CCCC tributylmethylphosphine 2-ethylhexanoate